N-[5-ethylsulfonyl-6-[3-methyl-6-(trifluoromethyl)imidazo[4,5-c]pyridin-2-yl]-2-pyridyl]acetamide C(C)S(=O)(=O)C=1C=CC(=NC1C1=NC2=C(C=NC(=C2)C(F)(F)F)N1C)NC(C)=O